Ethyl (Z)-3-((3-butyl-3-ethyl-5-(4-fluorophenyl)-7-(methylthio)-1,1-dioxido-2,3,4,5-tetrahydro-1,5-benzothiazepin-8-yl)oxy)-2-fluoroacrylate C(CCC)C1(CS(C2=C(N(C1)C1=CC=C(C=C1)F)C=C(C(=C2)O\C=C(\C(=O)OCC)/F)SC)(=O)=O)CC